2,2,2-trifluoroethyl 2-(aminomethyl)-5-chlorobenzofuran-7-carboxylate TFA salt OC(=O)C(F)(F)F.NCC=1OC2=C(C1)C=C(C=C2C(=O)OCC(F)(F)F)Cl